C(C)NC(=O)NC1=NC2=CC=CC=C2N=C1 1-ethyl-3-quinoxalin-2-ylurea